trans-3-styrylbenzoate C(=C\C1=CC=CC=C1)/C=1C=C(C(=O)[O-])C=CC1